1-[3-acetyl-6-[6-[(6-methylpyridazin-3-yl)amino]benzimidazol-1-yl]-2-pyridinyl]-3-(trifluoromethyl)-6,7-dihydro-4H-pyrazolo[4,3-c]pyridine-5-carboxylic acid tert-butyl ester C(C)(C)(C)OC(=O)N1CC2=C(CC1)N(N=C2C(F)(F)F)C2=NC(=CC=C2C(C)=O)N2C=NC1=C2C=C(C=C1)NC=1N=NC(=CC1)C